C12C3OC3C(C(C1)C(=O)O)C2.ClC2=NC=C(C=N2)[S@](=O)C (R)-2-chloro-5-(methylsulfinyl)pyrimidine 3-oxatricyclo[3.2.1.02,4]octane-6-carboxylate